1-(4-(2-Methyl-5-(trifluoromethyl)phenyl)piperazine-1-yl)-3-(3-(pentafluoro-λ6-sulfaneyl)phenyl)-prop-2-yn-1-one CC1=C(C=C(C=C1)C(F)(F)F)N1CCN(CC1)C(C#CC1=CC(=CC=C1)S(F)(F)(F)(F)F)=O